Benzyl (R)-5-((4-bromo-2,6-difluorophenyl)amino)-4-((tert-butoxycarbonyl)amino)-5-oxopentanoate BrC1=CC(=C(C(=C1)F)NC([C@@H](CCC(=O)OCC1=CC=CC=C1)NC(=O)OC(C)(C)C)=O)F